(-)-Ethyl 1-{2-[(trans,trans)-4-[3-(2-methoxyethoxy)phenyl]-2-methyl-3-{[(3-oxo-2,3-dihydro-1H-isoindol-5-yl) oxy]methyl}piperidin-1-yl]ethyl}-3-methyl-1H-pyrrole-2-carboxylate COCCOC=1C=C(C=CC1)C1C(C(N(CC1)CCN1C(=C(C=C1)C)C(=O)OCC)C)COC=1C=C2C(NCC2=CC1)=O